BrC=1C=C(C=CC1OC(F)(F)F)[C@@H](C)NC(C1=C(C=CC(=C1)N1CCN(CC1)C)C)=O N-[(1R)-1-[3-Bromo-4-(trifluoromethoxy)phenyl]ethyl]-2-methyl-5-(4-methylpiperazin-1-yl)benzamide